methyl 6-propoxyquinoline-4-carboxylate C(CC)OC=1C=C2C(=CC=NC2=CC1)C(=O)OC